3-(methylthio)-9H-carbazole CSC=1C=CC=2NC3=CC=CC=C3C2C1